1-(cyclopropylmethyl)piperazin-2-one C1(CC1)CN1C(CNCC1)=O